3-bromo-5-(3,5-dimethyl-1H-pyrazol-4-yl)pyridine BrC=1C=NC=C(C1)C=1C(=NNC1C)C